1-cyclopropanecarbonylpiperidin C1(CC1)C(=O)N1CCCCC1